ClC1=CC2=C(N(C(N=C2N2[C@H](CN(CC2)C(=O)OC(C)(C)C)C)=O)C2=C(C=C(C=C2)O)C(C)C)N=C1N1CCCCC1 (S)-tert-Butyl 4-(6-chloro-1-(4-hydroxy-2-isopropylphenyl)-2-oxo-7-(piperidin-1-yl)-1,2-dihydropyrido[2,3-d]pyrimidin-4-yl)-3-methylpiperazine-1-carboxylate